FC=1C(=NC=CC1I)COC 3-fluoro-4-iodo-2-(methoxymethyl)pyridine